7-bromo-4-chloro-[1,3]dioxolo[4,5-c]pyridine BrC=1C2=C(C(=NC1)Cl)OCO2